N-(6-methoxy-8-methyl-1-isoquinolyl)-6-(5-methyl-1,3,4-thiadiazol-2-yl)-N-[(3R)-3-piperidyl]pyridine-3-carboxamide COC=1C=C2C=CN=C(C2=C(C1)C)N(C(=O)C=1C=NC(=CC1)C=1SC(=NN1)C)[C@H]1CNCCC1